ClC=1C=C(C(=C(C(=O)N)C1)OC)[N+](=O)[O-] 5-chloro-2-methoxy-3-nitrobenzamide